ClC1=CC=C(CNC(NC2CC3(CC(C3)NC(C3=CN=CC=C3C)=O)C2)=O)C=C1 N-(6-(3-(4-chlorobenzyl)ureido)spiro[3.3]heptan-2-yl)-4-methylnicotinamide